FC1=C(COC2=NC=CC(=C2)CNC(=O)NCCC2(CC2)C(F)(F)F)C=CC(=C1)F 1-((2-((2,4-Difluorobenzyl)oxy)pyridin-4-yl)methyl)-3-(2-(1-(trifluoromethyl)cyclopropyl)ethyl)urea